4-(dimethylamino)-1-butanol CN(CCCCO)C